3-((3,5-difluoro-4-(hexadecyloxy)phenyl)sulfonyl)-4-(4-(4-methylpiperazin-1-yl)-[1,4'-bipiperidin]-1'-yl)-6-(methylsulfinyl)quinoline FC=1C=C(C=C(C1OCCCCCCCCCCCCCCCC)F)S(=O)(=O)C=1C=NC2=CC=C(C=C2C1N1CCC(CC1)N1CCC(CC1)N1CCN(CC1)C)S(=O)C